bis(cyclopentadienyl)bis[2,6-difluoro-3-(decylamino)phenyl]titanium C1(C=CC=C1)[Ti](C1=C(C(=CC=C1F)NCCCCCCCCCC)F)(C1=C(C(=CC=C1F)NCCCCCCCCCC)F)C1C=CC=C1